N-Phenylaminocarbonyl-valine C1(=CC=CC=C1)NC(=O)N[C@@H](C(C)C)C(=O)O